2-(1-([1,1'-biphenyl]-4-yl)cyclopropyl)-5,6,7,8-tetrahydropyrido[4,3-d]pyrimidin-4(3H)-one C1(=CC=C(C=C1)C1(CC1)C=1NC(C2=C(N1)CCNC2)=O)C2=CC=CC=C2